CN1C(=NC=C1C1=CC=C(C(=N1)OC)NC=1N=CC2=C(N1)C(=NC=C2)NCC(C)(C)OC)C N2-(6-(1,2-dimethyl-1H-imidazol-5-yl)-2-methoxypyridin-3-yl)-N8-(2-methoxy-2-methylpropyl)pyrido[3,4-d]pyrimidine-2,8-diamine